[K].O=S1(CC(C1)N1CC(C1)S(=O)(=O)NC(NC1=C2CCCC2=CC=2CCCC12)=O)=O 1-(1,1-Dioxidothietan-3-yl)-N-((1,2,3,5,6,7-hexahydro-s-indacen-4-yl)carbamoyl)azetidine-3-sulfonamide, Potassium Salt